C1=C(C=CC=2C3=CC=CC=C3C3(C12)C1=CC=CC=C1C=1C=CC=CC13)N(C1=CC=3C2(C4=CC=CC=C4C3C=C1)C1=CC=CC=C1C=1C=CC=CC12)C1=CC=2C3(C4=CC(=CC=C4C2C=C1)N(C1=CC=2C4(C5=CC=CC=C5C2C=C1)C1=CC=CC=C1C=1C=CC=CC14)C1=CC=4C2(C5=CC=CC=C5C4C=C1)C1=CC=CC=C1C=1C=CC=CC12)C1=CC=CC=C1C=1C=CC=CC13 2,7-bis[N,N-bis(9,9-spirobifluorene-2-yl)amino]-9,9-spirobifluorene